5-bromo-N-[(1R)-1-[3-(difluoromethyl)-2-fluoro-phenyl]ethyl]-1H-indole-7-carboxamide BrC=1C=C2C=CNC2=C(C1)C(=O)N[C@H](C)C1=C(C(=CC=C1)C(F)F)F